2-(dimethylamino)ethyl-methacrylamide CN(CCC=C(C(=O)N)C)C